[C-]#[Hf+] Hafnium(IV) carbide